BrCCCCCC(=O)OC(C=C[C@H]1[C@@H]2OB(O[C@H]([C@H]1C\C=C/CCCC(=O)NCC)C2)CCCC)CCC2=CC=CC=C2 1-((1S,5R,6R,7S)-3-butyl-7-((Z)-7-(ethylamino)-7-oxohept-2-en-1-yl)-2,4-dioxa-3-borabicyclo[3.2.1]octan-6-yl)-5-phenylpent-1-en-3-yl 6-bromohexanoate